(R)-N-(4-(trifluoromethoxy)phenyl)-2-(3-(vinylsulphonylamino)piperidin-1-yl)acetamide FC(OC1=CC=C(C=C1)NC(CN1C[C@@H](CCC1)NS(=O)(=O)C=C)=O)(F)F